dicyclohexyl Sulfosuccinate (dicyclohexyl Sulfosuccinate) C1(CCCCC1)C(C(C(=O)O)S(=O)(=O)O)(C(=O)O)C1CCCCC1.S(=O)(=O)(O)C(C(=O)OC1CCCCC1)CC(=O)OC1CCCCC1